1,4-diaminononane NCCCC(CCCCC)N